ClC=1C=C(C=CC1C#N)NC([C@@](CN1CCC2=CC(=CC=C12)F)(C)O)=O (S)-N-(3-chloro-4-cyanophenyl)-3-(5-fluoroindolin-1-yl)-2-hydroxy-2-methylpropanamide